Cl.CN(C=1C(=NN2C1N=CC=C2C2CNCCC2)C)C N,N,2-trimethyl-7-(piperidin-3-yl)pyrazolo[1,5-a]pyrimidin-3-amine hydrochloride